O=C1N(CCCC2=C1C=C(C=C2)C=O)C2=CC=CC=C2 1-oxo-2-phenyl-2,3,4,5-tetrahydro-1H-benzo[c]azepine-8-carbaldehyde